3-methyl-9-(4-(((2R)-2-methylmorpholin-4-yl)carbonyl)phenyl)-2-(trifluoromethyl)-4H-pyrido[1,2-a]pyrimidin-4-one CC1=C(N=C2N(C1=O)C=CC=C2C2=CC=C(C=C2)C(=O)N2C[C@H](OCC2)C)C(F)(F)F